(2S)-2-(tert-butoxycarbonylamino)-3-(3-chloro-4-pyridyl)propanoic acid C(C)(C)(C)OC(=O)N[C@H](C(=O)O)CC1=C(C=NC=C1)Cl